C(C)(C)(C)OC(=O)O[C@H]1C[C@@H](O[C@@H]1CO[Si](C)(C)C(C)(C)C)N1C(=O)NC(=O)C(=C1)F 3'-O-tert-butyloxycarbonyl-5'-O-tert-butyldimethylsilyl-5-fluoro-2'-deoxyuridine